BrC=1C=C(C=C2C(=NC(NC12)=O)N[C@@H](C)C1=NC=NN1C=1SC(=CN1)C#N)C(F)(F)F 2-[5-[(1S)-1-[[8-bromo-2-oxo-6-(trifluoromethyl)-1H-quinazolin-4-yl]amino]ethyl]-1,2,4-triazol-1-yl]thiazole-5-carbonitrile